Di-(tert-butyl)(3-tert-butylphenyl)phosphonium tetrafluoroborate F[B-](F)(F)F.C(C)(C)(C)[PH+](C1=CC(=CC=C1)C(C)(C)C)C(C)(C)C